N1(N=CC=C1)CCC=1N(C=2C(=C3CC[C@@H](N(C3=CC2)C(=O)OC)C)N1)CC(=O)N[C@@H](CO)C methyl (S)-2-(2-(1H-pyrazol-1-yl)ethyl)-3-(2-(((R)-1-hydroxypropan-2-yl)amino)-2-oxoethyl)-7-methyl-3,7,8,9-tetrahydro-6H-imidazo[4,5-f]quinoline-6-carboxylate